(R)-2-(2-(4-(4-(dimethoxymethyl)piperidin-1-yl)phenyl)pyridin-4-yl)-6-methyl-6,7-dihydro-1H-pyrrolo[3,2-c]pyridin-4(5H)-one COC(C1CCN(CC1)C1=CC=C(C=C1)C1=NC=CC(=C1)C1=CC=2C(N[C@@H](CC2N1)C)=O)OC